C1(CCCCC1)NCCC=1NC2=CC(=CC=C2C1)CN1C(C2=CN=CC(=C2C=C1)C1CC1)=O 2-[[2-[2-(cyclohexylamino)ethyl]-1H-indol-6-yl]methyl]-5-cyclopropyl-2,7-naphthyridin-1-one